Ethyl 2-(2,6-dimethyl-4-(((5-oxo-4-(4-(trifluoromethyl)phenyl)-4,5-dihydro-1H-1,2,4-triazol-1-yl)methyl)thio)phenoxy)-2-methylpropionate CC1=C(OC(C(=O)OCC)(C)C)C(=CC(=C1)SCN1N=CN(C1=O)C1=CC=C(C=C1)C(F)(F)F)C